ClC=1C(=C(C=C(C1)O)C1=C(C=C2C(=NC(=NC2=C1)OC[C@]12CCCN2C[C@@H](C1)F)N1C2(CC2)CN(CC1)C(C=C)=O)F)C1CC1 1-(4-(7-(3-chloro-2-cyclopropyl-5-hydroxyphenyl)-6-fluoro-2-(((2R,7aS)-2-fluorotetrahydro-1H-pyrrolizin-7a(5H)-yl)methoxy)quinazolin-4-yl)-4,7-diazaspiro[2.5]octan-7-yl)prop-2-en-1-one